Chlorosuccinic Acid ClC(C(=O)O)CC(=O)O